N1(CCCC1)C(=O)N1CCN(CC1)C1=C2C=NNC2=CC(=C1)S(=O)(=O)N 4-(4-(pyrrolidine-1-carbonyl)piperazin-1-yl)-1H-indazole-6-sulfonamide